4-chloro-1-methylimidazo[1,5-a]quinoxaline-8-carboxylic acid methyl ester COC(=O)C1=CC=C2N=C(C=3N(C2=C1)C(=NC3)C)Cl